Oxazole-5-one O1CN=CC1=O